5-(2-fluoro-6-hydroxy-3-(2-methyl-1,2,3,4-tetrahydroisoquinolin-6-yl)phenyl)-1,2,5-thiadiazolidin-3-one 1,1-dioxide FC1=C(C(=CC=C1C=1C=C2CCN(CC2=CC1)C)O)N1CC(NS1(=O)=O)=O